NC1=C(C=C(C=C1C1=CC=C(C=C1)S(N)(=O)=O)C#CCC(C(=O)O)CC)C(N)=O 3-(6-amino-5-carbamoyl-4'-sulfamoyl-[1,1'-biphenyl]-3-yl)prop-2-yn-1-yl-butyric acid